2-((4-(trifluoromethyl)pyridin-3-yl)oxy)-8-azaspiro[4.5]decane hydrochloride Cl.FC(C1=C(C=NC=C1)OC1CC2(CC1)CCNCC2)(F)F